[(2S)-2-methylpiperazin-1-yl]methanone C[C@@H]1N(CCNC1)C=O